2-hydroxypropyl-aluminum hydroxymethylphosphinate OCP([O-])=O.OC(C[Al+2])C.OCP([O-])=O